ClC=1C(=NC(=NC1)NC1=C(C=C(C=C1)N1CCN(CC1)C)OC(F)F)NC=1C=CC(=C2CNC(C12)=O)F 7-((5-chloro-2-((2-(difluoromethoxy)-4-(4-methylpiperazin-1-yl)phenyl)amino)pyrimidin-4-yl)amino)-4-fluoroisoindolin-1-one